C(C1=CC=CC=C1)OC=1C(=C(C(=CC1)C)C1=NC(=CC2=C1N=CN=C2N(C(OC(C)(C)C)=O)CC2=C(C=C(C=C2)OC)OC)NCCOC)C tert-butyl (8-(3-(benzyloxy)-2,6-dimethylphenyl)-6-((2-methoxyethyl)amino)pyrido[3,4-d]pyrimidin-4-yl)(2,4-dimethoxybenzyl)carbamate